4-(4-(6-aminopyridine-3-yl)-6-morpholinyl-1,3,5-triazine-2-yl)piperazine-1-carboxylic acid tert-butyl ester C(C)(C)(C)OC(=O)N1CCN(CC1)C1=NC(=NC(=N1)C=1C=NC(=CC1)N)N1CCOCC1